(E)-4-hydroxy-3,5-dimethoxybenzaldehyde O-benzoyl oxime C(C1=CC=CC=C1)(=O)O\N=C\C1=CC(=C(C(=C1)OC)O)OC